5-ureidopentanic acid N(C(=O)N)CCCCC(=O)O